p-chlorophenoxyacetic acid dimethylaminoethyl ester CN(C)CCOC(COC1=CC=C(C=C1)Cl)=O